C1(CC1)C1=NC(=NC=C1C1=CC=C(C=C1)N1C(CCC1)=O)NC1=CC2=C(OC[C@H]3N2C(CC3)=O)N=C1 (S)-2-((4-cyclopropyl-5-(4-(2-oxopyrrolidin-1-yl)phenyl)pyrimidin-2-yl)amino)-6,6a,7,8-tetrahydro-9H-pyrido[2,3-b]pyrrolo[1,2-d][1,4]oxazin-9-one